ClC1=NC(=NC(=N1)C1=CC(=CC(=C1)Cl)Cl)C1=CC(=CC(=C1)Cl)Cl 2-Chloro-4,6-bis(3,5-dichlorophenyl)-1,3,5-triazine